5-(7-Chloro-4-(1H-imidazol-1-yl)quinolin-2-yl)-2-(2-hydroxyethoxy)benzoic acid ClC1=CC=C2C(=CC(=NC2=C1)C=1C=CC(=C(C(=O)O)C1)OCCO)N1C=NC=C1